1-ethyldodecahydropyrrolo[3,2-e]indole C(C)C1CNC2C1C1CCNC1CC2